2,4,6-tris(2-hydroxy-4-isooctyloxycarbonyl-iso-propoxy-phenyl)-s-triazine OC1=C(C=CC(=C1OC(C)C)C(=O)OCCCCCC(C)C)C1=NC(=NC(=N1)C1=C(C(=C(C=C1)C(=O)OCCCCCC(C)C)OC(C)C)O)C1=C(C(=C(C=C1)C(=O)OCCCCCC(C)C)OC(C)C)O